[18F]CCCOC(CCC)=O Butyric acid 3-[18F]Fluoropropyl ester